6-bromohexyl 6,6-bis(((E)-hept-2-en-1-yl)oxy)hexanoate C(\C=C\CCCC)OC(CCCCC(=O)OCCCCCCBr)OC\C=C\CCCC